O.N1(N=NC2=NC=CC=C21)O 1H-[1,2,3]triazolo[4,5-b]pyridin-1-ol hydrate